Benzyl hept-3-ylcarbamate CCC(CCCC)NC(OCC1=CC=CC=C1)=O